(biphenylyl)(diphenylfluorenyl)(carbazolylphenyl)amine C1(=C(C=CC=C1)N(C1=C(C=CC=C1)C1=CC=CC=2C3=CC=CC=C3NC12)C1=C(C(=CC=2C3=CC=CC=C3CC12)C1=CC=CC=C1)C1=CC=CC=C1)C1=CC=CC=C1